(6-(6-(5-aminopyridin-2-yl)-1,2,4,5-tetrazin-3-yl)pyridin-3-yl)phosphonic Acid NC=1C=CC(=NC1)C1=NN=C(N=N1)C1=CC=C(C=N1)P(O)(O)=O